C(C)(C)(C)OC(=O)N1C[C@H](CC1)[C@@H](C(=O)OC(C)(C)C)CC1=CC(=C(C=C1)OC)CON.N1(C=NC=C1)CN1C(CCC1)=O 1-(1H-imidazol-1-ylmethyl)pyrrolidin-2-one tert-butyl-(R)-3-((S)-3-(3-((aminooxy)methyl)-4-methoxyphenyl)-1-(tert-butoxy)-1-oxopropan-2-yl)pyrrolidine-1-carboxylate